N-(4-Chlorobenzyl)-6-((1-((1,3-dihydroxy-2-methylpropan-2-yl)sulfonyl)cyclopropyl)methyl)-1-methyl-7-oxo-4,5,6,7-tetrahydro-1H-pyrazolo[3,4-c]pyridine-3-carboxamide ClC1=CC=C(CNC(=O)C2=NN(C=3C(N(CCC32)CC3(CC3)S(=O)(=O)C(CO)(CO)C)=O)C)C=C1